tert-butyl N-[(3-bromophenyl)methyl]carbamate BrC=1C=C(C=CC1)CNC(OC(C)(C)C)=O